NC1=C(N=CC(=N1)N1CCC2(CC1)[C@@H](C1=C(C(=CC=C1C2)F)F)N)SC2=C(C(=NC=C2)N)Cl (S)-1'-(6-amino-5-((2-amino-3-chloropyridin-4-yl)thio)pyrazin-2-yl)-6,7-difluoro-1,3-dihydrospiro[indene-2,4'-piperidin]-1-amine